3,5-Dimethyl-1-amino-adamantane hydrochloride Cl.CC12CC3(CC(CC(C1)(C3)C)C2)N